FC(C(=O)NNC(=O)C1=CC(=C(CN(S(=O)(=O)C)C2=CC(=CC=C2)C(F)(F)F)C=C1)F)F N-(4-(2-(2,2-difluoroacetyl)hydrazine-1-carbonyl)-2-fluorobenzyl)-N-(3-(trifluoromethyl)phenyl)methanesulfonamide